CC1=C(C(=C(C=2C(C3=CC=CC=C3C(C12)=O)=O)C)C)C 1,2,3,4-Tetramethylanthracen-9,10-dion